C12OCC(C1)(C2)C=2N=C1N(C=C(C(=C1)OC1CCC1)C(=O)O)C2 2-(2-oxabicyclo[2.1.1]hex-4-yl)-7-cyclobutoxyimidazo[1,2-a]pyridine-6-carboxylic acid